C(C)(C)NC=O N-isopropylcarboxamide